C(C)OC(=C)C=1C2=C(C=NN1)C=1N(CC2C)N=C(C1)C12CC(C1)(C2)C(=O)OC Methyl 3-[4-(1-ethoxyvinyl)-5-methyl-5,6-dihydropyrazolo[1',5':1,2]pyrido[3,4-d]pyridazine-9-yl]bicyclo[1.1.1]pentane-1-carboxylate